N-{[(2R)-1,4-dioxan-2-yl]methyl}-2-{[(2S)-1,4-dioxan-2-yl]methyl}-4,8-dimethyl-4,5-dihydro-2H-furo[2,3-g]indazole-7-carboxamide O1[C@@H](COCC1)CNC(=O)C1=C(C2=C(CC(C3=CN(N=C23)C[C@@H]2OCCOC2)C)O1)C